N-Ethyl-N-[(E)-(1-Hydroxy-3H-2,1-benzoxaborol-5-yl)methylenamino]-2-methyl-thieno[3,2-d]pyrimidin-4-amin C(C)N(C=1C2=C(N=C(N1)C)C=CS2)/N=C/C=2C=CC1=C(COB1O)C2